C(C1=CC=CC=C1)[C@@H]1N(C(OC1)=O)C(C[C@H](CCBr)C)=O (S)-4-benzyl-3-((R)-5-bromo-3-methylpentanoyl)oxazolidin-2-one